C(C)(C)(C)OC(=O)N1C(=C(C2=CC(=CC=C12)OCC(=O)OCC)C(C)C)C1=CC(=NC=C1)C 5-(2-ethoxy-2-oxoethoxy)-3-isopropyl-2-(2-methylpyridin-4-yl)-1H-indole-1-carboxylic acid tert-butyl ester